PROPIONYL-COENZYME A tert-butyl-2-(azidomethyl)-6,7-dihydrothieno[3,2-c]pyridine-5(4H)-carboxylate C(C)(C)(C)C1=C(SC2=C1CN(CC2)C(=O)O)CN=[N+]=[N-].C(CC)(=O)SCCNC(CCNC([C@@H](C(COP(OP(OC[C@@H]2[C@H]([C@H]([C@@H](O2)N2C=NC=1C(N)=NC=NC21)O)OP(=O)(O)O)(=O)O)(=O)O)(C)C)O)=O)=O